4-bromo-3-ethyl-2,6-difluorophenol BrC1=C(C(=C(C(=C1)F)O)F)CC